4-[(7-{8-chloro-1H,2H,3H-pyrido[2,3-b][1,4]oxazin-7-yl}-5H,6H,7H,8H-pyrido[3,4-d]pyrimidin-2-yl)amino]-N,2-dimethylbenzamide ClC1=C(C=NC=2OCCNC21)N2CC=1N=C(N=CC1CC2)NC2=CC(=C(C(=O)NC)C=C2)C